Cl.FC(C1=CSC2=C1CC(CC2)N)(F)F 3-(trifluoromethyl)-4,5,6,7-tetrahydrobenzothiophen-5-amine hydrochloride